N1=NC=CC2=CC(=CC=C12)\C=C/1\C(NC(N1)=S)=O (5Z)-5-(cinnolin-6-ylmethylene)-2-thioxo-imidazolidin-4-one